ClC1=CC(=C2C(=N1)C(=NN2C(C)C)C)Cl 5,7-dichloro-1-isopropyl-3-methyl-1H-pyrazolo[4,3-b]pyridine